6-(difluoromethyl)-5-fluoro-8-(((1S,4R)-4-(4-methyl-7H-pyrrolo[2,3-d]pyrimidin-7-yl)cyclopent-2-en-1-yl)oxy)-3,4-dihydroisoquinoline-2(1H)-carboxylic acid tert-butyl ester C(C)(C)(C)OC(=O)N1CC2=C(C=C(C(=C2CC1)F)C(F)F)O[C@@H]1C=C[C@@H](C1)N1C=CC2=C1N=CN=C2C